ClC1=C(C(=CC=C1Cl)O)[C@H]1C[C@@H]2N(C(CNC2)=O)C1 (7R,8aS)-7-(2,3-dichloro-6-hydroxyphenyl)-hexahydro-1H-pyrrolo[1,2-a]pyrazin-4-one